(S)-2-((tert-butoxycarbonyl) amino)-4-oxobutyrate C(C)(C)(C)OC(=O)N[C@H](C(=O)[O-])CC=O